CCCCCCC=CCCCCCCCCCC(=O)OC[C@H](COP(=O)(O)OP(=O)(O)OC[C@@H]1[C@H]([C@H]([C@@H](O1)N2C=CC(=NC2=O)N)O)O)OC(=O)CCCCCCCCCC=CCCCCCC The molecule is a CDP-diacylglycerol in which the acyl groups at positions 1 and 2 are specified as octadec-11-enoyl. It has a role as a Mycoplasma genitalium metabolite.